C(C(=C)C)(=O)OCC(COCCC([SiH2]O[Si](C)(C)C)([SiH2]O[Si](C)(C)C)C)O 2-hydroxy-3-[3-methyl-3,3-di(trimethylsiloxy)silylpropoxy]-propyl methacrylate